O=C1NC(CCC1N1C(C2=CC=C(C=C2C1=O)NCCC[C@@H]1C[C@H](C1)N1N=CC(=C1)C1=NC2=CC(=CC=C2N=C1)NC1COC1)=O)=O 2-(2,6-dioxopiperidin-3-yl)-5-((3-(trans-3-(4-(7-(oxetan-3-ylamino)quinoxalin-2-yl)-1H-pyrazol-1-yl)cyclobutyl)propyl)amino)isoindoline-1,3-dione